C(C)(C)C1=C(C=CC=C1)C=1N=CC2=C(N1)NC1=C2C=CN=C1 2-(2-isopropylphenyl)-9H-pyridino[4',3':4,5]pyrrolo[2,3-d]pyrimidine